CN(CCCC(=O)NC1=CC(=C(C(=C1)C)OC1=CC(=CC(=C1)F)C=1C(=NOC1C)C)C)C 4-(dimethylamino)-N-(4-(3-(3,5-dimethylisoxazol-4-yl)-5-fluorophenoxy)-3,5-dimethylphenyl)butanamide